FC1=C(C=CC(=C1)CO)C1=CC=C(C=C1)NC(C(C)(C)OC1=CC=C(C=C1)F)=O N-(2'-fluoro-4'-(hydroxymethyl)-[1,1'-biphenyl]-4-yl)-2-(4-fluorophenoxy)-2-methylpropanamide